N-(2-hydroxyethyl)-4-[3-(4-hydroxyphenyl)imidazo[1,2-a]pyrazin-6-yl]benzamide OCCNC(C1=CC=C(C=C1)C=1N=CC=2N(C1)C(=CN2)C2=CC=C(C=C2)O)=O